N-(5-(5-bromo-2-methoxyphenyl)isoxazol-3-yl)-N-(2,4-dimethoxybenzyl)-2,6-dimethoxybenzenesulfonamide BrC=1C=CC(=C(C1)C1=CC(=NO1)N(S(=O)(=O)C1=C(C=CC=C1OC)OC)CC1=C(C=C(C=C1)OC)OC)OC